5-amino-5-((2-hydroxyethoxy)carbonyl)-8-(4-(4-(methylsulfonyl)benzyl)piperazin-1-yl)octylboronic acid NC(CCCCB(O)O)(CCCN1CCN(CC1)CC1=CC=C(C=C1)S(=O)(=O)C)C(=O)OCCO